N1C(=NC=C1)CCN1C(=CC=2C1=NC=CC2Br)C(=O)N 2-(1H-imidazol-2-yl)ethyl-4-bromo-1H-pyrrolo[2,3-b]pyridine-2-carboxamide